C(=C)C1=CC=C(C=N1)OCCN1CCOCC1 4-[2-[(6-vinyl-3-pyridinyl)oxy]ethyl]morpholine